C(CCC)C(CCCCCCF)C(=O)OCCCCCCCCN(CCCCCCC(C(=O)OCCCCCCCCC(C)C)C)CCO 9-methyldecyl 8-{[8-(1-butyl-7-fluoroheptylcarbonyloxy)octyl](2-hydroxyethyl)amino}-2-methyloctanoate